3,3'-(butane-1,4-diylbis(sulfanediyl))dipropanal C(CCCSCCC=O)SCCC=O